C(N)(OC[C@@H](CC(C)(C)C)OC1=C(C=C(C(=C1)N1N=C2N(CCCC2)C1=O)F)C(NC1=C(C=CC=C1F)Cl)=O)=O |r| rac-tert-butyl-[2-{2-[(2-chloro-6-fluorophenyl) carbamoyl]-4-fluoro-5-(3-oxo-5,6,7,8-tetrahydro [1,2,4]triazolo[4,3-a]pyridin-2(3H)-yl) phenoxy} propyl] carbamate